N1=CC(=CC=C1)NC=O N-(PYRID-3-YL)CARBOXAMIDE